4-[5-(5-fluoro-2-methoxypyridin-4-yl)-1H-pyrazole-3-carbonyl]-4-azaspiro[2.5]octane-7-carboxylic acid FC=1C(=CC(=NC1)OC)C1=CC(=NN1)C(=O)N1C2(CC2)CC(CC1)C(=O)O